4-(1-(3-aminocyclopentyl)-5-ethoxy-1H-pyrazol-3-yl)-2-fluorobenzonitrile NC1CC(CC1)N1N=C(C=C1OCC)C1=CC(=C(C#N)C=C1)F